(R)-(1-((4-amino-2-methyl-2H-indazol-6-yl)methoxy)propan-2-yl)carbamic acid tert-butyl ester C(C)(C)(C)OC(N[C@@H](COCC=1C=C(C2=CN(N=C2C1)C)N)C)=O